C(C)(=O)OCCOC(C)=O ethylene diacetate